1-(4-((2-methoxy-3-(1-methyl-1H-1,2,4-triazol-3-yl)phenyl)amino)-6-((5-((methylsulfonyl)methyl)pyridin-2-yl)amino)pyridin-3-yl)propan-1-one COC1=C(C=CC=C1C1=NN(C=N1)C)NC1=C(C=NC(=C1)NC1=NC=C(C=C1)CS(=O)(=O)C)C(CC)=O